O.O.S(=O)(=O)([O-])[O-].[Ca+2] Calcium sulfat Dihydrat